N-[3-(2-aminopyrido[3,2-d]pyrimidin-6-yl)-2,4-difluorophenyl]-5-chloro-2-methoxypyridine-3-sulfonamide NC=1N=CC2=C(N1)C=CC(=N2)C=2C(=C(C=CC2F)NS(=O)(=O)C=2C(=NC=C(C2)Cl)OC)F